C1(=CC=C(C=C1)N(C1=CC=C(C=C1)C)C1=CC=C(C=C1)C1(CCCCC1)C1=CC=C(C=C1)N(C1=CC=C(C=C1)C)C1=CC=C(C=C1)C)C 1,1-bis[4-[N,N-di-p-toluylamino]phenyl]cyclohexane